N4-(3-chloro-2-fluorophenyl)-7-((7-methyl-7-azabicyclo[2.2.1]heptan-1-yl)ethynyl)quinazoline-4,6-diamine ClC=1C(=C(C=CC1)NC1=NC=NC2=CC(=C(C=C12)N)C#CC12CCC(CC1)N2C)F